NC1=C(C=C(C=N1)NC(C(=O)N1C(CCC(C1)C)C=1C=C2C(NCC2=CC1)=O)=O)C N-(6-amino-5-methylpyridin-3-yl)-2-(5-methyl-2-(3-oxoisoindolin-5-yl)piperidin-1-yl)-2-oxoacetamide